(R)-4-chloro-6-(2-methylpyrrolidin-1-yl)-2,3-dihydro-1H-pyrrolo[3,4-c]pyridin-1-one ClC1=NC(=CC2=C1CNC2=O)N2[C@@H](CCC2)C